ethyl 2-[4-[6-[3-(6-methyl-2-pyridyl)-1H-pyrazol-4-yl]-1,5-naphthyridin-3-yl]triazol-1-yl]acetate CC1=CC=CC(=N1)C1=NNC=C1C=1N=C2C=C(C=NC2=CC1)C=1N=NN(C1)CC(=O)OCC